C(C)(C)(C)OC(=O)N1CCN(CC1)C=1C(=NC(=CC1)C(NC)=O)F 4-[2-fluoro-6-(methylcarbamoyl)-3-pyridinyl]piperazine-1-carboxylic acid tert-butyl ester